ClC1=C(C2=C(SC3=C(N=NC=C32)NCC3=CC=C(C=C3)OC(F)F)N=C1C)C 3-chloro-N-(4-(difluoromethoxy)benzyl)-2,4-dimethylpyrido[3',2':4,5]thieno[2,3-d]pyridazin-8-amine